C(C)C1=C2OC=3C=CC=C(C(NC=4C=CC=C(S(NC(N=C1C1=C(C(=C(C(=C1C)C)C)C)C)=N2)(=O)=O)C4)=O)C3 4-Ethyl-9,9-dioxo-5-(2,3,4,5,6-pentamethylphenyl)-2-oxa-9λ6-thia-6,8,15,23-tetrazatetracyclo[15.3.1.13,7.110,14]tricosa-1(21),3,5,7(23),10,12,14(22),17,19-nonaen-16-one